N1=C(C=CC(=C1)C)C 2,5-lutidine